N2-(3-chloro-2-(4,4-diethylpiperidin-1-yl)phenyl)-N5,N5-dimethylthiophene-2,5-disulfonamide ClC=1C(=C(C=CC1)NS(=O)(=O)C=1SC(=CC1)S(=O)(=O)N(C)C)N1CCC(CC1)(CC)CC